8-fluoro-4-(piperidin-4-yloxy)quinoline hydrochloride Cl.FC=1C=CC=C2C(=CC=NC12)OC1CCNCC1